(1r,3r)-3-((t-butoxycarbonyl)amino)cyclobutanecarboxylic acid C(C)(C)(C)OC(=O)NC1CC(C1)C(=O)O